6-amino-5-(5-hydroxy-2-methyl-phenyl)-3-[2-(3-pyridinyl)ethyl]pyrrolo[2,3-b]pyrazine-7-carboxamide NC1=C(C=2C(=NC(=CN2)CCC=2C=NC=CC2)N1C1=C(C=CC(=C1)O)C)C(=O)N